1,6-bis(4-amino-phenoxy)-n-hexane NC1=CC=C(OCCCCCCOC2=CC=C(C=C2)N)C=C1